N-(1-benzylpiperidin-4-yl)-N-methyl-(5-oxo-3-phenyl-4-(2-phenylhydrazino)-4,5-dihydro-1H-pyrazol-1-yl)benzamide C(C1=CC=CC=C1)N1CCC(CC1)N(C(C1=C(C=CC=C1)N1N=C(C(C1=O)NNC1=CC=CC=C1)C1=CC=CC=C1)=O)C